C(C)(C)C1=CC=C2[C@]3(CCC[C@@]([C@@H]3CCC2=C1)(C)CN)C ((1R,4aS,10aR)-7-isopropyl-1,4a-dimethyl-1,2,3,4,4a,9,10,10a-octahydrophenanthren-1-yl)methanamine